N-(2-chloro-3-fluorophenyl)-4-bromo-3,5-dimethylbenzenesulfonamide ClC1=C(C=CC=C1F)NS(=O)(=O)C1=CC(=C(C(=C1)C)Br)C